C(#N)C1=CC(=C(C=C1)CON1N=C(C=C1)C1CCN(CC1)CC=1N(C2=C(N1)C=CC(=C2)C(=O)OC)CC=2N(C=NC2)CC)F methyl 2-[[4-[1-[(4-cyano-2-fluoro-phenyl)methoxy]pyrazol-3-yl]-1-piperidyl]methyl]-3-[(3-ethylimidazol-4-yl)methyl]benzimidazole-5-carboxylate